C(CCCCC(=O)[O-])(=O)OCCOC(C=C)=O acryloyloxyethyl adipate